P(=O)(OCO[C@@H]1C2(CCC(C1)(CC2)NC(COC2=CC(=C(C=C2)Cl)F)=O)NC(COC2=CC(=C(C=C2)Cl)F)=O)(O)O ({(2S)-1,4-bis[2-(4-chloro-3-fluorophenoxy)acetamido]bicyclo[2.2.2]octan-2-yl}oxy)methyl Dihydrogen Phosphate